C(CCCCCCCCCCC)N[C@@H](CC(N)=O)C(=O)O n-dodecyl-asparagine